FC1(CC(C1)OC1=NN(C(=C1C(F)(F)F)C(=O)N)CC1CC(CC1)(F)F)F 3-(3,3-Difluorocyclobutoxy)-1-[(3,3-difluorocyclopentyl)methyl]-4-(trifluoromethyl)-1H-pyrazole-5-carboxamide